CN1CC2=CC(=CC=C2CC1)N 2-methyl-3,4-dihydro-1H-isoquinolin-7-amine